6-(6-(4,4-difluoropiperidine-1-carbonyl)-2-methylbenzo[b]thiophen-3-yl)phthalazin-1(2H)-one FC1(CCN(CC1)C(=O)C=1C=CC2=C(SC(=C2C=2C=C3C=NNC(C3=CC2)=O)C)C1)F